O=C1NC(CCC1N1C(C2=CC(=C(C=C2C1)CN1CCC(CC1)C=1SC2=C(N1)C=C(C(=C2)NC(C2=NC(=CC=C2)C(F)(F)F)=O)C(C)(C)O)F)=O)=O N-(2-(1-((2-(2,6-dioxopiperidin-3-yl)-6-fluoro-1-oxoisoindolin-5-yl)methyl)piperidin-4-yl)-5-(2-hydroxypropan-2-yl)benzo[d]thiazol-6-yl)-6-(trifluoromethyl)picolinamide